tert-butyl N-(1,3,5-trimethyl-4-pyridyl)carbamate CN1CC(=C(C(=C1)C)NC(OC(C)(C)C)=O)C